N/C(=C(/C#N)\C1=C(C=CC=C1)C(F)(F)F)/SC1=CC=C(C=C1)N (Z)-3-amino-3-((4-aminophenyl)thio)-2-(2-(trifluoromethyl)phenyl)acrylonitrile